(Sa)-6-(1-((4'-Cyano-[1,1'-biphenyl]-4-yl)methyl)-4-fluoro-1H-indol-7-carboxamido)spiro-[3.3]heptan C(#N)C1=CC=C(C=C1)C1=CC=C(C=C1)CN1C=CC2=C(C=CC(=C12)C(=O)NC1CC2(CCC2)C1)F